Cl.ClC1=C(C(=O)NC2=C3C=NN(C3=CC=C2)C=2C=NC=C(C2)COC)C=C(C=C1)CNC(C(C)(C)C)=O 2-Chloro-5-{[(2,2-dimethylpropanoyl)amino]methyl}-N-{1-[5-(methoxymethyl)pyridin-3-yl]-1H-indazol-4-yl}benzamide hydrochloride